2-chloro-6-methoxy-4-(2-methyl-1-oxo-1,2-dihydro-2,7-naphthyridin-4-yl)benzoic acid ClC1=C(C(=O)O)C(=CC(=C1)C1=CN(C(C2=CN=CC=C12)=O)C)OC